OC=1C=C(C=C(C1)O)/C=C/C1=C(C=C(C=C1)O)O 4-[(E)-2-(3,5-dihydroxyphenyl)vinyl]benzene-1,3-diol